C(=C)CO[Si](OC)(OC)CCCCCCC vinyl-heptyl-trimethoxysilane